FC=1C=C(C=C(C1)F)[C@@H]1N(OCC1)C1=CC(=NC=N1)NC=1C(=CC(=C(C1)NC(C=C)=O)N1CCC(CC1)N1[C@@H]2CN([C@H](C1)C2)C)OC N-(5-((6-((R)-3-(3,5-difluorophenyl)isoxazolidine-2-yl)pyrimidine-4-yl)amino)-4-methoxy-2-(4-((1S,4S)-5-methyl-2,5-diazabicyclo[2.2.1]heptane-2-yl)piperidine-1-yl)phenyl)acrylamide